3-amino-N-[2-(3-amino-4-methoxypyrrolidin-1-yl)-3-fluoro-5,6,7,8-tetrahydroquinolin-6-yl]-4,6-dimethylthieno[2,3-b]pyridine-2-carboxamide NC1=C(SC2=NC(=CC(=C21)C)C)C(=O)NC2CC=1C=C(C(=NC1CC2)N2CC(C(C2)OC)N)F